rac-(3R,6S)-6-methylpiperidine-3-carboxamide hydrochloride Cl.C[C@H]1CC[C@H](CN1)C(=O)N |r|